OC1=C(CNC2=C3NC=NC3=NC=N2)C=CC=C1OC 6-(2-hydroxy-3-methoxybenzylamino)purine